(S)-N-((S)-(4-chlorophenyl)(6-methoxypyridin-3-yl)methyl)-2-oxooxazolidine-5-carboxamide ClC1=CC=C(C=C1)[C@H](NC(=O)[C@@H]1CNC(O1)=O)C=1C=NC(=CC1)OC